COC(C1=CC=C(C=C1)C#CC1(C(C(C(C(C1([2H])[2H])([2H])[2H])([2H])[2H])([2H])[2H])([2H])OC([2H])([2H])[2H])O)=O (Rel)-4-((1-hydroxy-2-(methoxy-d3)cyclohexyl-2,3,3,4,4,5,5,6,6-d9)ethynyl)benzoic acid methyl ester